C(C)OC(=O)C=1C2=C(N=NC1O)CCC2 3-Hydroxy-6,7-dihydro-5H-cyclopenta[c]pyridazine-4-carboxylic acid ethyl ester